C(C1=CC=CC=C1)OC=1C=C(C=CC1OCC1=CC=CC=C1)C1=NC2=CC=CC=C2C(=C1)OC1CCCC1 2-[3,4-bis(benzyloxy)phenyl]-4-(cyclopentyloxy)quinoline